(RS-cis)-tert-Butyl 6-(7-carbamoyl-5-fluoro-2,3-dimethyl-1H-indol-4-yl)octahydro-1H-pyrrolo[3,4-b]pyridine-1-carboxylate C(N)(=O)C=1C=C(C(=C2C(=C(NC12)C)C)N1C[C@@H]2N(CCC[C@@H]2C1)C(=O)OC(C)(C)C)F